C(C)OC([C@H](C(C1CCCCC1)C1CCCCC1)NC(=O)C=1N(N=CC1)C)=O (2S)-3,3-dicyclohexyl-2-[(2-methylpyrazole-3-carbonyl)amino]propionic acid ethyl ester